tert-butyl 4-((3-(4-(4-((4-(2-(3-chloro-5-cyanophenyl)propan-2-yl)phenoxy)methyl)pyrimidin-2-yl)piperazin-1-yl)azetidin-1-yl)methyl)piperidine-1-carboxylate ClC=1C=C(C=C(C1)C#N)C(C)(C)C1=CC=C(OCC2=NC(=NC=C2)N2CCN(CC2)C2CN(C2)CC2CCN(CC2)C(=O)OC(C)(C)C)C=C1